7-((2-((3aS,6aS)-hexahydropyrrolo[3,4-b]pyrrol-1(2H)-yl)pyrimidin-4-yl)amino)-4-(1-methyl-1H-pyrrolo[2,3-b]pyridin-4-yl)-2,3-dihydro-1H-pyrrolo[3,4-c]pyridin-1-one N1([C@H]2[C@@H](CC1)CNC2)C2=NC=CC(=N2)NC=2C1=C(C(=NC2)C2=C3C(=NC=C2)N(C=C3)C)CNC1=O